1-(isochroman-6-yl)piperidin C1OCCC2=CC(=CC=C12)N1CCCCC1